Tris-(dimethylamino)-sulfonium CN(C)[S+](N(C)C)N(C)C